ClC=1C(=C(NC(C(C)NC(OC(C)(C)C)=O)=O)C=CC1Cl)C(C1=C(C=CC(=C1)OC)F)=O tert-butyl N-[2-[3,4-dichloro-2-(2-fluoro-5-methoxy-benzoyl)anilino]-1-methyl-2-oxo-ethyl]carbamate